FC(CCN1N=NC(=C1)C(=O)NCC=1N=C2SC=CN2C1)CN1N=NC(=C1)C(NCC1=NC=CC(=C1)C(F)(F)F)=O 1-{3-fluoro-4-[4-({[4-(trifluoromethyl)pyridin-2-yl]methyl}carbamoyl)-1H-1,2,3-triazol-1-yl]butyl}-N-{imidazo[2,1-b][1,3]thiazol-6-ylmethyl}-1H-1,2,3-triazole-4-carboxamide